isoxazol-amide O1N=C(C=C1)C(=O)N